3-(piperazin-1-yl)-N-(4-(trifluoromethyl)bicyclo[1.1.1]pent-2-yl)pyrazin-2-amine N1(CCNCC1)C=1C(=NC=CN1)NC1C2C(C1C2)C(F)(F)F